4-[3-({6-[3,5-dimethyl-4-(trifluoromethyl)-1H-pyrazol-1-yl]pyrimidin-4-yl}amino)-4-methoxy-1-methyl-1H-pyrazol-5-yl]benzonitrile CC1=NN(C(=C1C(F)(F)F)C)C1=CC(=NC=N1)NC1=NN(C(=C1OC)C1=CC=C(C#N)C=C1)C